FC=1C=C(CNC(C(=O)N[C@@H]2C(N(C3=C(OC2)C=CC(=C3)C#CCCO)C)=O)=O)C=CC1 (S)-N1-(3-fluorobenzyl)-N2-(7-(4-hydroxybut-1-yn-1-yl)-5-methyl-4-oxo-2,3,4,5-tetrahydrobenzo[b][1,4]oxazepin-3-yl)oxalamide